C(=O)=C1C(=CC(=NN1)C=1C(NC(NC1)=O)=O)[C@H]1[C@@H](C1)C(F)(F)F 5-(6-carbonyl-5-((1R,2R)-2-(trifluoromethyl)cyclopropyl)-1,6-dihydropyridazin-3-yl)pyrimidine-2,4(1H,3H)-dione